2-[4,7-dichloro-6-[4-[(3R,4R)-1-ethyl-3-fluoro-4-piperidinyl]phenyl]indazol-2-yl]-2-[(6R)-6-fluoro-6,7-dihydro-5H-pyrrolo[1,2-c]imidazol-1-yl]-N-thiazol-2-yl-acetamide ClC=1C2=CN(N=C2C(=C(C1)C1=CC=C(C=C1)[C@@H]1[C@H](CN(CC1)CC)F)Cl)C(C(=O)NC=1SC=CN1)C1=C2N(C=N1)C[C@@H](C2)F